N-(5-(1H-indazol-4-yl)pyrazin-2-yl)-1-cyano-3-fluoropiperidine-3-carboxamide N1N=CC2=C(C=CC=C12)C=1N=CC(=NC1)NC(=O)C1(CN(CCC1)C#N)F